BrC1=CC2=C(N(S(C2)(=O)=O)CC2=CC=C(C=C2)OC)C=C1 5-bromo-1-(4-methoxybenzyl)-1,3-dihydrobenzo[C]isothiazole 2,2-dioxide